6-amino-7-(6-(4-fluorophenoxy)pyridin-3-yl)-9-(piperidin-4-yl)-7,9-dihydro-8H-purin-8-one hydrochloride Cl.NC1=C2N(C(N(C2=NC=N1)C1CCNCC1)=O)C=1C=NC(=CC1)OC1=CC=C(C=C1)F